6-(3-{3-azabicyclo[3.1.1]heptan-3-yl}propoxy)-N-[(azetidin-3-yl)methyl]-7-methoxy-1H,2H,3H-cyclopenta[b]quinolin-9-amine C12CN(CC(C1)C2)CCCOC=2C(=CC=1C(=C3C(=NC1C2)CCC3)NCC3CNC3)OC